C(C)(=O)C1=CC(=C(COC2=CC=CC(=N2)C2CCN(CC2)C(=O)[O-])C=C1)OC(F)(F)F 4-(6-((4-acetyl-2-(trifluoromethoxy)benzyl)oxy)pyridine-2-yl)piperidine-1-carboxylate